N=C(NNC(=O)C1(COC1)NC=1C=C(C(=O)OC(C)(C)C)C=CC1)C1=NC=NC=C1 tert-butyl 3-((3-(2-(imino(pyrimidin-4-yl)methyl)hydrazine-1-carbonyl)oxetan-3-yl)amino)benzoate